(3R)-1-[(2R)-2-[[4-(2-chloro-4-fluoro-phenyl)-7-quinolyl]oxy]propanoyl]-3-methyl-piperidine-3-carboxylic acid ClC1=C(C=CC(=C1)F)C1=CC=NC2=CC(=CC=C12)O[C@@H](C(=O)N1C[C@@](CCC1)(C(=O)O)C)C